N(=[N+]=[N-])C1=CC=C(CN2C(N([C@H](C3=CC=C(C=C23)C(=O)NCC2=C(C=C(C=C2F)F)F)C)C)=O)C=C1 (S)-1-(4-azidobenzyl)-3,4-dimethyl-2-oxo-N-(2,4,6-trifluorobenzyl)-1,2,3,4-tetrahydroquinazoline-7-carboxamide